FC1=C(C=CC(=C1)F)N1CCN(CC1)CC1=CC=2NC(N(C(C2S1)=O)C)=O 6-((4-(2,4-difluorophenyl)piperazin-1-yl)methyl)-3-methylthieno[3,2-d]pyrimidine-2,4(1H,3H)-dione